N-(3-chloro-4-fluorophenyl)-N-(2-fluoro-4-(hydrazinecarbonyl)benzyl)-2-(pyrrolidin-1-yl)ethane-1-sulfonamide ClC=1C=C(C=CC1F)N(S(=O)(=O)CCN1CCCC1)CC1=C(C=C(C=C1)C(=O)NN)F